NC1=C(C=C(C=N1)NC(C(N1[C@H](CC[C@@H](C1)C)C=1C=CC2=CN(N=C2C1)C1CC(N(C(C1)(C)C)C)(C)C)=O)=O)CC N-(6-Amino-5-ethyl-3-pyridyl)-2-oxo-2-[(2R,5S)-5-methyl-2-[2-(1,2,2,6,6-pentamethyl-4-piperidyl)indazol-6-yl]-1-piperidyl]acetamide